p-isopropylbenzoyloxy phosphate bis(2-methylbenzoate) CC1=C(C(=O)O)C=CC=C1.CC1=C(C(=O)O)C=CC=C1.P(=O)(OOC(C1=CC=C(C=C1)C(C)C)=O)(O)O